[2-(3-chloro-4-fluoro-phenyl)-2-isothiocyanatopropyl]2,2-dimethylpropionate ClC=1C=C(C=CC1F)C(COC(C(C)(C)C)=O)(C)N=C=S